methyl (3-octyloxy) propyl phosphate P(=O)(OC)(OOC(CC)CCCCC)OCCC